3-isopropyl-bis(4-aminophenyl)benzene C(C)(C)C=1C(=C(C=CC1)C1=CC=C(C=C1)N)C1=CC=C(C=C1)N